C(C)(C)(C)OC(=O)N1[C@@H](CCC1)CCC(=O)O (S)-3-(1-(tert-butoxycarbonyl)pyrrolidin-2-yl)propionic acid